methyl 4-bromo-2-(3-ethoxy-3-oxopropyl)-6-fluorobenzoate BrC1=CC(=C(C(=O)OC)C(=C1)F)CCC(=O)OCC